4-(2'-methoxyethyl)phenol COCCC1=CC=C(C=C1)O